ClC1=C(CN2C(=NC3=C2C=CC(=C3)OC)C(C)C3=CC=C(C=C3)CC#N)C=CC=C1 2-(4-(1-(1-(2-chlorobenzyl)-5-methoxy-1H-benzo[d]Imidazol-2-yl)ethyl)phenyl)acetonitrile